(R)-3-(ethoxymethoxy)-4-(4-methyl-6-((1-methylpiperidin-3-yl)amino)pyridazin-3-yl)benzaldehyde C(C)OCOC=1C=C(C=O)C=CC1C=1N=NC(=CC1C)N[C@H]1CN(CCC1)C